ClC1=C(C=C2C=C(N=CC2=C1)NC(=O)C1CCOCC1)N1CCN(CC1)[C@@]1(COC[C@@H]1O)C N-(7-chloro-6-(4-((3R,4R)-4-hydroxy-3-methyltetrahydrofuran-3-yl)piperazin-1-yl)isoquinolin-3-yl)tetrahydro-2H-pyran-4-carboxamide